tert-Butyl-[[5-chloro-2-(4,4,5,5-tetramethyl-1,3,2-dioxaborolan-2-yl)-3-(2-trimethylsilylethoxymethoxy)phenyl]methoxy]-dimethyl-silane C(C)(C)(C)[Si](C)(C)OCC1=C(C(=CC(=C1)Cl)OCOCC[Si](C)(C)C)B1OC(C(O1)(C)C)(C)C